NC1=C(SC=2N=C(SC21)C)C(=O)N[C@H]2COC1=C(C2)C(=CC(=C1F)N1CC2CCC(C1)N2)F 6-amino-N-[(3R)-7-{3,8-diazabicyclo[3.2.1]octan-3-yl}-5,8-difluoro-3,4-dihydro-2H-1-benzopyran-3-yl]-2-methylthieno[2,3-d][1,3]thiazole-5-carboxamide